cyclopropyl N-[4-chloro-2-[[(1S)-3-(cyclopropylamino)-2,3-dioxo-1-[[(3S)-2-oxopyrrolidin-3-yl]methyl]propyl]carbamoyl]phenyl]carbamate ClC1=CC(=C(C=C1)NC(OC1CC1)=O)C(N[C@H](C(C(=O)NC1CC1)=O)C[C@H]1C(NCC1)=O)=O